Decyl prop-2-enoate Dodecyl-acrylate C(CCCCCCCCCCC)OC(C=C)=O.C(C=C)(=O)OCCCCCCCCCC